(S)-5,5-dimethyl-2-(quinazolin-4-ylamino)hexanoic acid compound with methanesulfonic acid CS(=O)(=O)O.CC(CC[C@@H](C(=O)O)NC1=NC=NC2=CC=CC=C12)(C)C